5-((6-(1H-pyrazol-4-yl)quinazolin-2-yl)amino)-N-methylisothiazole-3-carboxamide N1N=CC(=C1)C=1C=C2C=NC(=NC2=CC1)NC1=CC(=NS1)C(=O)NC